N1N=C(C=2C1=NC=CC2)NC2=C(C(NC=C2)=O)C(=O)NC2=CC=C(C=C2)N2CCN(CC2)C 4-((1H-Pyrazolo[3,4-b]pyridin-3-yl)amino)-N-(4-(4-methylpiperazin-1-yl)phenyl)-2-oxo-1,2-dihydropyridine-3-carboxamide